C(C)(C)(C)C1=CC=C(C=C1)N(C(=O)N1[C@@H](CCC1)C#N)C(C(=O)NC1CCC(CC1)(F)F)C=1C=NC=C(C1)F (2S)-N-(4-(tert-butyl)phenyl)-2-cyano-N-(2-((4,4-difluorocyclohexyl)amino)-1-(5-fluoropyridin-3-yl)-2-oxoethyl)pyrrolidine-1-carboxamide